O=C(COC1=CC=C(C=C1)C1=CC(=CC=C1)C(=O)O)NCCNC(CCCO[C@@H]1O[C@H]([C@@H]([C@H]([C@H]1O)O)O)C)=O 4'-(2-oxo-2-((2-(4-(((2R,3R,4R,5R,6S)-3,4,5-trihydroxy-6-methyltetrahydro-2H-pyran-2-yl)oxy)butanamido)ethyl)amino)ethoxy)-[1,1'-biphenyl]-3-carboxylic acid